O[C@@H]1C(O[C@@H]([C@H]([C@H]1O)O)CO)C(C(=O)O)CCCCCC\C=C/CCCCCCCC.C(CCCCCCC\C=C/CCCCCCCC)(=O)O monooleate ([(3S,4S,5S,6R)-3,4,5-Trihydroxy-6-(hydroxymethyl)oxan-2-yl] (Z)-octadec-9-enoate)